C(#C)C=1SC=C(N1)NC(NCC(=O)NC)=O 2-(3-(2-ethynyl-thiazol-4-yl)-ureido)-N-methylacetamide